FC=1C=C(C=C(C1)F)C1=NO[C@](C1)(C(=O)N[C@@H]1CO[C@@H](C1)C(NOC(C)C)=O)C=C (5S)-3-(3,5-difluorophenyl)-N-[cis-5-(isopropoxycarbamoyl)tetrahydrofuran-3-yl]-5-vinyl-4H-isoxazole-5-carboxamide